[N+](=O)([O-])C1=CC=C(CN(C(O)=O)C2CCC(CC2)NC2CC(C2)S)C=C1.SCSC1=C(C(=CC=C1)SCS)SCS 1,2,3-tris(mercaptomethylthio)benzene 4-nitrobenzyl-((1R,4R)-4-(((1R,3R)-3-mercaptocyclobutyl)amino)cyclohexyl)carbamate